CC=1C(=NC=C(C1)Br)OCC1=CC=CC=C1 Methyl-2-(benzyloxy)-5-bromopyridine